(3,3,3-trifluoropropyl)-2H-1,2,3-triazole-4-carboxylate FC(CCN1N=CC(=N1)C(=O)[O-])(F)F